racemic-tert-butyl (3R*,4R*)-4-(hydroxymethyl)-3-(1-methyl-1H-pyrazol-4-yl)piperidine-1-carboxylate OC[C@H]1[C@@H](CN(CC1)C(=O)OC(C)(C)C)C=1C=NN(C1)C |r|